3-methyl-N-(hydroxymethyl)-2-pyrrolidone CC1C(N(CC1)CO)=O